2'-acetyl-5'-methoxy-N-(5-methoxy-1,3,4-thiadiazol-2-yl)-6-methyl-(4,4'-bipyridine)-3-carboxamide C(C)(=O)C1=NC=C(C(=C1)C1=C(C=NC(=C1)C)C(=O)NC=1SC(=NN1)OC)OC